triisopropoxyacetate C(C)(C)OC(C(=O)[O-])(OC(C)C)OC(C)C